(2R,4S)-4-phenylpiperidine-2-carboxylic acid C1(=CC=CC=C1)[C@@H]1C[C@@H](NCC1)C(=O)O